sodium(I) perchlorate Cl(=O)(=O)(=O)[O-].[Na+]